C(C)(C)(C)[Si](OC1CCC(CC1)O)(C)C 4-((tertButyldimethylsilyl)oxy)cyclohexan-1-ol